N,N-bis[2-(2,6-dioxomorpholinyl)ethyl]glycine O=C1CN(CC(O1)=O)CCN(CC(=O)O)CCN1CC(OC(C1)=O)=O